NC=1N=C2N(C=C(C=C2)C=2C=C(C(=NC2)OC)N2OCC[C@H]2C2=CC=CC=C2)C1 (S)-N-(5-(2-aminoimidazo[1,2-a]pyridin-6-yl)-2-methoxypyridin-3-yl)-3-phenylisoxazolidine